N-(4-fluoro-3-methylphenyl)-5-(2-(((1S,3S)-3-hydroxy-7-oxaspiro[3.5]nonan-1-yl)amino)-2-oxoacetyl)-1,2,4-trimethyl-1H-pyrrole-3-carboxamide FC1=C(C=C(C=C1)NC(=O)C1=C(N(C(=C1C)C(C(=O)N[C@H]1C[C@@H](C12CCOCC2)O)=O)C)C)C